1-(4-{[(1S)-5-[2-(2-aminopyridin-3-yl)-5-[(3S)-3-fluoropyrrolidin-1-yl]imidazo[4,5-b]pyridin-3-yl]-2,3-dihydro-1H-inden-1-yl]amino}piperidin-1-yl)prop-2-en-1-one NC1=NC=CC=C1C1=NC=2C(=NC(=CC2)N2C[C@H](CC2)F)N1C=1C=C2CC[C@@H](C2=CC1)NC1CCN(CC1)C(C=C)=O